5,5'-bis(3-mercaptopropyl)-2,2'-bis(3-Mercaptopropoxy)biphenyl SCCCC=1C=CC(=C(C1)C1=C(C=CC(=C1)CCCS)OCCCS)OCCCS